(2S,4S)-4-fluoro-1-[2-[(3R)-3-[(8-methoxy-5-quinolyl)amino]pyrrolidin-1-yl]acetyl]pyrrolidine-2-carbonitrile F[C@H]1C[C@H](N(C1)C(CN1C[C@@H](CC1)NC1=C2C=CC=NC2=C(C=C1)OC)=O)C#N